(3-(cyclopropylmethoxy)-4-(difluoromethoxy) phenyl) pyrrolidine-1-carboxylate N1(CCCC1)C(=O)OC1=CC(=C(C=C1)OC(F)F)OCC1CC1